7-methyl-6-{[(2S)-pyrrolidin-2-yl]methyl}-N-[(thiophen-2-yl)methyl]thieno[3,2-c]pyridazin-4-amine CC1=C(SC2=C1N=NC=C2NCC=2SC=CC2)C[C@H]2NCCC2